(1S)-2,2-difluoro-4-[(1S)-4,4,6,8-tetrafluorotetralin-1-yl]-7-(trifluoromethylsulfanyl)indan-1-ol FC1([C@H](C2=C(C=CC(=C2C1)[C@@H]1CCC(C2=CC(=CC(=C12)F)F)(F)F)SC(F)(F)F)O)F